2-[6-[[6-(trifluoromethoxy)-3-pyridinyl]methyl]-2-azaspiro[3.3]heptane-2-carbonyl]-7-oxa-2,5-diazaspiro[3.4]octan-6-one FC(OC1=CC=C(C=N1)CC1CC2(CN(C2)C(=O)N2CC3(C2)NC(OC3)=O)C1)(F)F